CC(C(CC(=O)OCC)=O)(CC)C Ethyl 4,4-dimethyl-3-oxohexanoate